NN1C(=NN=C1CCC=1C=NC=CC1)S 4-amino-5-(2-(pyridine-3-yl)ethyl)-4H-1,2,4-triazole-3-thiol